N1N=NC2=C1C=CC=N2.F[P-](F)(F)(F)(F)F hexafluorophosphate-aza-benzotriazole